C(CCCCCCCCCCCCCCCCCCCCC)(=O)N[C@@H]([C@H](O)C)C(=O)O N-behenoyl-threonine